FC(C1=CC=2N(C=C1)N=CN2)(F)F 7-trifluoromethyl-1,2,4-triazolo[1,5-a]pyridine